2-bromo-N-(5-(2,2-difluoroethoxy)pyridin-2-yl)propanamide BrC(C(=O)NC1=NC=C(C=C1)OCC(F)F)C